S(SC[C@@H]([C@H](CS(=O)[O-])N)N)C[C@@H]([C@H](CS(=O)[O-])N)N.[Na+].[Na+] sodium (2R,2'R,3R,3'R)-4,4'-disulfanediylbis(2,3-diaminobutane-1-sulfinate)